CS(=O)(=O)C1=C(C=CC=C1)NC1=NC=CC(=N1)N N2-(2-(methylsulfonyl)phenyl)pyrimidine-2,4-diamine